2-(2,3-Dihydro-[1,4]dioxino[2,3-b]pyridin-2-ylmethoxy)-9-(pyridin-4-ylmethoxy)-6,7-dihydro-pyrimido[6,1-a]isoquinolin-4-one O1C(COC2=NC=CC=C21)COC2=NC(N1C(C3=CC=C(C=C3CC1)OCC1=CC=NC=C1)=C2)=O